2,6,6-trimethyl-bicyclo[3.1.1]heptane-3-spiro-2'-cyclohexen-4'-one CC1C2C(C(CC13C=CC(CC3)=O)C2)(C)C